BrC=1C(=C(OC2=NC=C(C=N2)Cl)C=CC1)CCCCC(F)(F)F 2-[3-bromo-2-(5,5,5-trifluoropentyl)phenoxy]-5-chloro-pyrimidine